dioctyloxy-octadecenylmethoxy-methyl ether C(CCCCCCC)OC(OC(C=CCCCCCCCCCCCCCCCC)OC(C=CCCCCCCCCCCCCCCCC)OC(OCCCCCCCC)OCCCCCCCC)OCCCCCCCC